OC=1C=CC(=C(CCNC(OC(C)(C)C)=O)C1)OC tert-butyl (5-hydroxy-2-methoxyphenethyl)carbamate